C(C)(C)(C)[S@@](=O)N[C@H](C1CCN(CC1)C(=O)OC(C)(C)C)C1=CC=CC=C1 tert-butyl 4-((R)-(((R)-tert-butylsulfinyl)amino)(phenyl)methyl)piperidine-1-carboxylate